(tert-butoxycarbonyl)-L-homoserine C(C)(C)(C)OC(=O)N[C@@H](CCO)C(=O)O